1-[N-allyl-(2-aminoethyl)amino]-2-aminoethane C(C=C)N(CCN)CCN